N1CCC12CC(CC2)=O azaspiro[3.4]Octane-6-one